[C@H]12C=CC([C@H](OC1)O2)=O (1S,5r)-6,8-dioxabicyclo[3.2.1]oct-2-en-4-one